C(#N)[C@@H](C[C@H]1C(NCCC1)=O)NC(=O)[C@H]1N([C@H]2CC([C@@H]1CC2)(F)F)C(=O)C2(C1=CC(=CC=C1C=1C=CC(=CC21)F)F)O (1R,3S,4R)-N-((R)-1-cyano-2-((S)-2-oxopiperidin-3-yl)ethyl)-2-(2,7-difluoro-9-hydroxy-9H-fluorene-9-carbonyl)-5,5-difluoro-2-azabicyclo[2.2.2]octane-3-carboxamide